benzyl ((5-(4-(((3S,4R)-3-fluoropiperidin-4-yl)amino)-1-(2,2,2-trifluoroethyl)-1H-indol-2-yl)-1,2,4-oxadiazol-3-yl)methyl)carbamate F[C@H]1CNCC[C@H]1NC1=C2C=C(N(C2=CC=C1)CC(F)(F)F)C1=NC(=NO1)CNC(OCC1=CC=CC=C1)=O